Methyl 2-(5,10,12-trimethyl-5,6-dihydroindolo[2,1-a]isoquinolin-5-yl)acetate CC1(CN2C(C=3C=CC=CC13)=C(C=1C=C(C=CC12)C)C)CC(=O)OC